N-(β-N-methylaminoethyl)-γ-aminopropyl-triethoxysilane CNCCNCCC[Si](OCC)(OCC)OCC